ClC=1N=CC2=C(N1)N(C(=C2)I)S(=O)(=O)C2=CC=CC=C2 2-chloro-6-iodo-7-(phenylsulfonyl)-7H-pyrrolo[2,3-d]pyrimidine